N1(CCCCCC1)C=1C=C(N)C=CC1C1=NC=C2N1CCNC2 3-(azepan-1-yl)-4-(5,6,7,8-tetrahydroimidazo[1,5-a]pyrazin-3-yl)aniline